ClC=1C=C(OC2=CC=C(C=3S(C(C(C32)=O)(F)F)=O)C(F)F)C=C(C1)F 3-chloro-5-fluorophenoxy-7-(difluoromethyl)-2,2-difluorobenzo[b]thiophen-3(2H)-one 1-oxide